3-(N-(6-((4-(aminomethyl)-1H-pyrazol-1-yl)methyl)-4-methoxybenzo[d]isoxazol-3-yl)sulfamoyl)-4-methoxy-N-methylbenzamide hydrochloride Cl.NCC=1C=NN(C1)CC1=CC2=C(C(=NO2)NS(=O)(=O)C=2C=C(C(=O)NC)C=CC2OC)C(=C1)OC